Pyrazinoic acid n-octyl ester C(CCCCCCC)OC(=O)C1=NC=CN=C1